6-chloro-2-[4-(4-methyl-4H-1,2,4-triazol-3-yl)piperidin-1-yl]-3-(pyridazin-4-yl)benzonitrile ClC1=CC=C(C(=C1C#N)N1CCC(CC1)C1=NN=CN1C)C1=CN=NC=C1